O=C1C2=C(N=C(N1)C1CC(C1)NC(OC(C)(C)C)=O)CCSC2 (E)-tert-butyl ((1r,3r)-3-(4-oxo-3,5,7,8-tetrahydro-4H-thiopyrano[4,3-d]pyrimidin-2-yl)cyclobutyl)carbamate